(S)-1-amino-6-bromo-5-fluoro-1,2,3,4-tetrahydronaphthalene-1-carboxylic acid N[C@]1(CCCC2=C(C(=CC=C12)Br)F)C(=O)O